N-(((S)-3-(4-((1R,5S)-3-thia-8-aza-bicyclo[3.2.1]oct-8-yl)-3,5-difluorophenyl)-2-oxo-oxazolidin-5-yl)methyl)cyclopropanecarboxamide [C@H]12CSC[C@H](CC1)N2C2=C(C=C(C=C2F)N2C(O[C@H](C2)CNC(=O)C2CC2)=O)F